3-(3-chloro-5-hydroxy-benzylideneamino)-1-hydroxy-4-(4-hydroxy-phenyl)butan-2-one ClC=1C=C(C=NC(C(CO)=O)CC2=CC=C(C=C2)O)C=C(C1)O